1-((6aR,8R,9R,9aS)-9-(3-hydroxypropyl)-2,2,4,4-tetraisopropyltetrahydro-6H-furo[3,2-f][1,3,5,2,4]trioxadisilocin-8-yl)pyrimidine-2,4(1H,3H)-dione OCCC[C@H]1[C@@H](O[C@H]2[C@H]1O[Si](O[Si](OC2)(C(C)C)C(C)C)(C(C)C)C(C)C)N2C(NC(C=C2)=O)=O